COC1=CC(=C(C=C1OC)O)CC=C 4,5-dimethoxy-2-(prop-2-en-1-yl)phenol